C1(=CC(=CC=C1)C1=C(C(=O)N)C=CC=C1)C 2-m-tolylbenzamide